C(CCC)C1CCC(NC1)C=1C=C2CN(C(C2=CC1)=O)C1C(NC(CC1)=O)=O 3-(5-(5-Butylpiperidin-2-yl)-1-oxoisoindolin-2-yl)piperidine-2,6-dione